4-cyclopropyl-N-((2-(difluoromethoxy)pyridin-3-yl)carbamoyl)-2-fluorobenzamide C1(CC1)C1=CC(=C(C(=O)NC(NC=2C(=NC=CC2)OC(F)F)=O)C=C1)F